(R)-5-(4-fluorophenyl)-N-(5-((3-((1-hydroxypropan-2-yl)amino)-1H-pyrazolo[3,4-b]pyridin-4-yl)oxy)pyridin-2-yl)-1-methyl-4-oxo-1,4-dihydropyridine-3-carboxamide FC1=CC=C(C=C1)C=1C(C(=CN(C1)C)C(=O)NC1=NC=C(C=C1)OC1=C2C(=NC=C1)NN=C2N[C@@H](CO)C)=O